C(CCCC)OCCCCC Diamyl ether